CN1C[C@H]2CC[C@@H](C1)N2CC=2C=CC1=C(C(=NO1)N1C(NC(CC1)=O)=O)C2 1-(5-(((1R,5S)-3-methyl-3,8-diazabicyclo[3.2.1]octan-8-yl)methyl)benzo[d]isoxazol-3-yl)dihydropyrimidine-2,4(1H,3H)-dione